O(S(=O)(=O)C(F)(F)F)C1N(NC(=C1)C(F)(F)F)C 2-methyl-5-(trifluoromethyl)-1,3-dihydropyrazol-3-yl triflate